ethyl-2,4-dihydroxybenzoic acid C(C)C=1C(=C(C(=O)O)C=CC1O)O